FC1=C(CN2C(N(C(C3=CC=C(C=C23)C(=O)NCC2=C(C=C(C=C2F)F)F)C)C)=O)C(=CC=C1)NC 1-(2-fluoro-6-(methylamino)benzyl)-3,4-dimethyl-2-oxo-N-(2,4,6-trifluorobenzyl)-1,2,3,4-tetrahydroquinazoline-7-carboxamide